CC1(OB(OC1(C)C)C=1C(=NC=CC1)NC(C(C)(C)C)=O)C N-(3-(4,4,5,5-tetramethyl-1,3,2-dioxaborolan-2-yl)pyridin-2-yl)pivalamide